1-[(2R,4S)-4-[4-amino-3-[2-(2-methylindazol-5-yl)ethynyl]pyrazolo[4,3-c]pyridin-1-yl]-2-(methoxymethyl)pyrrolidin-1-yl]prop-2-en-1-one NC1=NC=CC2=C1C(=NN2[C@H]2C[C@@H](N(C2)C(C=C)=O)COC)C#CC2=CC1=CN(N=C1C=C2)C